2-thiazol-2-ylbut-3-yn-2-ol S1C(=NC=C1)C(C)(C#C)O